CCOC(=O)[C@H]([C@@H](C(=O)OCC)O)O (-)-Diethyl-D-tartrate